CC1=NN=C(S1)C1=NC=C(C(=O)N([C@H]2CNCCC2)C2=NC=CC3=CC=CC(=C23)C)C=C1 (R)-6-(5-methyl-1,3,4-thiadiazol-2-yl)-N-(8-methylisoquinolin-1-yl)-N-(piperidin-3-yl)nicotinamide